CN1N=C(C(=C1)C1=CC=NC=C1)C1=CC=C(OCC2=NC3=CC=CC=C3C=C2)C=C1 2-({4-[1-methyl-4-(pyridin-4-yl)-1H-pyrazol-3-yl]phenoxy}methyl)quinoline